(tetradecyloxy)methyl-3-(hydroxymethyl)-1H-indole C(CCCCCCCCCCCCC)OCN1C=C(C2=CC=CC=C12)CO